CO[Si](C(C)C=1C(=C(C=CC1CC[SiH2]C(NCCC[Si](C)(OCC)OCC)NCCC[Si](OCC)(OCC)C)[SiH](C)C)[SiH](C)C)(OC)OC 1-trimethoxysilylethyldimethylsilyl-4-bis(methyldiethoxysilylpropylamino)methylsilylethyldimethylsilylbenzene